1-[2-[5-(oxetan-3-yloxy)-1-tetrahydropyran-2-yl-indazol-3-yl]pyrimidin-4-yl]pyrazole O1CC(C1)OC=1C=C2C(=NN(C2=CC1)C1OCCCC1)C1=NC=CC(=N1)N1N=CC=C1